NC1=NC2=C(C=3N1N=C(N3)C=3OC=CC3)C=NN2C(C(=O)NCC2=CC=CC=C2)(C)C2=CC=CC=C2 2-(5-amino-2-(furan-2-yl)-7H-pyrazolo[4,3-e][1,2,4]triazolo[1,5-c]pyrimidin-7-yl)-N-benzyl-2-phenylpropionamide